C(#N)[C@H](C)NC(C1=CC=C(C=C1)C1=NC(=NC=C1C)NC=1C=NN(C1)C)=O (S)-N-(1-cyanoethyl)-4-(5-methyl-2-((1-methyl-1H-pyrazol-4-yl)amino)pyrimidin-4-yl)benzamide